C(C)C=1C=NC=2N(C1)N=CC2C(=O)OCC 2-Ethyl 6-ethylpyrazolo[1,5-a]pyrimidine-3-carboxylate